(2S)-3-(2-chloro-5-iodophenyl)-2-(9H-fluoren-9-yl-methoxycarbonyl-amino)propanoic acid ClC1=C(C=C(C=C1)I)C[C@@H](C(=O)O)N(C(=O)OC)C1C2=CC=CC=C2C=2C=CC=CC12